6-fluoro-1H-benzo[d]imidazole-5-carboxylic acid FC=1C(=CC2=C(NC=N2)C1)C(=O)O